C1(=CC(=CC=C1)CCC(=O)O)C 3-(m-tolyl)propanoic acid